(S)-2-((4-(6-((2-methylbenzo[d]oxazol-5-yl)methoxy)pyridin-2-yl)piperidine-1-yl)methyl)-1-(oxetan-2-ylmethyl)-1H-benzo[d]imidazole-6-carboxylic acid CC=1OC2=C(N1)C=C(C=C2)COC2=CC=CC(=N2)C2CCN(CC2)CC2=NC1=C(N2C[C@H]2OCC2)C=C(C=C1)C(=O)O